isopentyl 2-(isopentoxysulfonyl)-propionate C(CC(C)C)OS(=O)(=O)C(C(=O)OCCC(C)C)C